C12CCC(CC1)N2CC=2C=C(C(=C(C2)[C@@H](C(=O)O)N2C[C@@H](CC2)OCCCCCC2=NC=1NCCCC1C=C2)OC)F (S)-2-(5-(7-azabicyclo[2.2.1]heptan-7-ylmethyl)-3-fluoro-2-methoxyphenyl)-2-((R)-3-((5-(5,6,7,8-tetrahydro-1,8-naphthyridin-2-yl)pentyl)oxy)pyrrolidin-1-yl)acetic acid